O1CC(C1)C1(C(NCC1)=O)C#N 3-(Oxetan-3-yl)-2-oxopyrrolidine-3-carbonitrile